C(C)CC(=O)OCC(OC(CCC)=O)COC(CCC)=O glycerol tri(ethylacetate)